aza-benzosilole [SiH2]1N=CC2=C1C=CC=C2